N1N=C(C=C1)C1=CC=CC2=C1CCCCC2 1-(1H-pyrazol-3-yl)-6,7,8,9-tetrahydro-5H-benzo[7]annulen